dimelamine trioxalate C(C(=O)O)(=O)O.C(C(=O)O)(=O)O.C(C(=O)O)(=O)O.N1=C(N)N=C(N)N=C1N.N1=C(N)N=C(N)N=C1N